2-(4-Butoxyphenyl)acetic acid C(CCC)OC1=CC=C(C=C1)CC(=O)O